[Na+].IC1=CC=C(C=C1)N1NC(=NN1C1=CC=C(C=C1)[N+](=O)[O-])C1=C(C=C(C=C1)S(=O)(=O)[O-])S(=O)(=O)[O-] 2-(4-iodophenyl)-3-(4-nitrophenyl)-5-(2,4-disulfophenyl)-2H-tetrazole monosodium salt